[1-(4-methoxy-phenyl)-1H-pyrazol-3-yl]-pyridine COC1=CC=C(C=C1)N1N=C(C=C1)C1=NC=CC=C1